ClC1=C(C(C2=CC=CC=C2C1=O)=O)NCC1=CC=C(C(=O)NC=2C=C3C=CC=NC3=CC2)C=C1 4-((3-chloro-1,4-dioxo-1,4-dihydronaphthalen-2-ylamino)methyl)-N-(quinolin-6-yl)benzamide